FC1=CC=C2C(N3C(=NC2=C1)C(CCC3)CC(C(=O)OCC)C(=O)OCC)=O Diethyl 2-((3-fluoro-11-oxo-6,8,9,11-tetrahydro-7H-pyrido[2,1-b]quinazolin-6-yl)methyl)malonate